ethyl (P,P)-bis(2-ethylhexyl)phosphinate C(C)C(CP(OCC)(=O)CC(CCCC)CC)CCCC